((5-(2,4-difluorophenyl)-4-methoxy-1-(pyridin-3-ylsulfonyl)-1H-pyrrol-3-yl)methyl)methane-d3-amine FC1=C(C=CC(=C1)F)C1=C(C(=CN1S(=O)(=O)C=1C=NC=CC1)CNC([2H])([2H])[2H])OC